[1,1'-biphenyl]-3-carboxamide hydrobromide Br.C1(=CC(=CC=C1)C(=O)N)C1=CC=CC=C1